2,6-diphenyl-4-octadecyl-oxy-phenol C1(=CC=CC=C1)C1=C(C(=CC(=C1)OCCCCCCCCCCCCCCCCCC)C1=CC=CC=C1)O